NC1=NC2=CC=C(C=C2C=C1C)C(=O)N(CC1=NC=C(C=C1)C(F)(F)F)CC1=C2C=NNC2=CC=C1 2-amino-N-(1H-indazol-4-ylmethyl)-3-methyl-N-((5-(trifluoromethyl)-2-pyridinyl)methyl)-6-quinolinecarboxamide